CCCCC(=O)CCCCCCC=CC=C 11-pentadecadienal